N-benzyl-N-(1-(4-methoxyphenyl)-2-methylpropan-2-yl)hydroxylamine [[3-(4-Acetoxybutoxy)phenyl]azanediyl]bis(ethane-2,1-diyl)diacetate C(C)(=O)OCCCCOC=1C=C(C=CC1)N(CCCC(=O)O)CCCC(=O)O.C(C1=CC=CC=C1)N(O)C(CC1=CC=C(C=C1)OC)(C)C